tert-butyl N-[4-chloro-3-[[5-[1-(4-fluorophenyl)pyrazol-4-yl]-3-methyl-2-pyridyl]carbamoyl]phenyl]carbamate ClC1=C(C=C(C=C1)NC(OC(C)(C)C)=O)C(NC1=NC=C(C=C1C)C=1C=NN(C1)C1=CC=C(C=C1)F)=O